propionic acid 3-(2-(ethyl (isopropyl) amino) ethyl)-1H-indol-4-yl ester C(C)N(CCC1=CNC2=CC=CC(=C12)OC(CC)=O)C(C)C